(3R,4R)-1-(cyclopropylsulfonyl)-4-((5-fluoro-7-(2,3,6-trifluorophenyl)pyrrolo[2,1-f][1,2,4]triazin-2-yl)amino)piperidin-3-ol C1(CC1)S(=O)(=O)N1C[C@H]([C@@H](CC1)NC1=NN2C(C=N1)=C(C=C2C2=C(C(=CC=C2F)F)F)F)O